chloride zinc bromine [Br+].[Zn+2].[Cl-].[Cl-].[Cl-]